Methyl-N-[4-(4-fluoro-1,3-benzoxazol-2-yl)phenyl]carbamat COC(NC1=CC=C(C=C1)C=1OC2=C(N1)C(=CC=C2)F)=O